FC(CNC=1N=CC2=C(N1)NC=C2C=2C=C1C(=NC2)N=C(N1C(C)C)C)(C)C N-(2-fluoro-2-methylpropyl)-5-(1-isopropyl-2-methyl-1H-imidazo[4,5-b]pyridin-6-yl)-7H-pyrrolo[2,3-d]pyrimidin-2-amine